1-(2-methoxyphenoxy)-2-propanol COC1=C(OCC(C)O)C=CC=C1